O=C[C@H](O)[C@@H](O)[C@@H](O)[C@H](O)CO trans-galactose